1-(9-(7-(2-aminobenzo[d]thiazol-4-yl)-6-chloro-8-fluoro-2-(((S)-1-methylpyrrolidin-2-yl)methoxy)-quinazolin-4-yl)-3,9-diazabicyclo-[4.2.1]nonan-3-yl)-prop-2-en-1-one NC=1SC2=C(N1)C(=CC=C2)C2=C(C=C1C(=NC(=NC1=C2F)OC[C@H]2N(CCC2)C)N2C1CN(CCC2CC1)C(C=C)=O)Cl